(1'R,5'S)-1-((4-(difluoromethoxy)phenyl)sulfonyl)-8'-azaspiro[azetidine-3,3'-bicyclo[3.2.1]octane] FC(OC1=CC=C(C=C1)S(=O)(=O)N1CC2(C[C@H]3CC[C@@H](C2)N3)C1)F